4-(2-((S)-2-(2-isopropylphenyl)pyrrolidin-1-yl)-7-azaspiro[3.5]nonan-7-yl)-2-((S)-3-methyl-2,3-dihydropyrrolo[3',2':5,6]pyrido[2,3-b][1,4]oxazin-1(6H)-yl)benzamide C(C)(C)C1=C(C=CC=C1)[C@H]1N(CCC1)C1CC2(C1)CCN(CC2)C2=CC(=C(C(=O)N)C=C2)N2C1=C(O[C@H](C2)C)N=C2C(=C1)C=CN2